NC1=CC=C(/C=C/C2=CC(CC(C2)(C)C)C(C#N)C#N)C=C1 (E)-2-(3-(4-aminostyryl)-5,5-dimethylcyclohex-2-en-1-yl)malononitrile